ClC=1C=C(C=CC1OCC1=CC(=CC=C1)F)C1(NC=NC2=CC(=C(C=C12)N)OCCN1CCOCC1)N 4-(3-chloro-4-((3-fluorobenzyl)oxy)phenyl)-7-(2-morpholinoethoxy)quinazoline-4,6-diamine